N[C@H](C(=O)NCCOCCOCCOCCOCCOCCOCCOCCOCCN(C[C@@H]([C@H]([C@@H]([C@@H](CO)O)O)O)O)C[C@@H]([C@H]([C@@H]([C@@H](CO)O)O)O)O)CC(=O)NCCOCCOCCOCCOCCOCCOCCOCCOCCN(C[C@@H]([C@H]([C@@H]([C@@H](CO)O)O)O)O)C[C@@H]([C@H]([C@@H]([C@@H](CO)O)O)O)O (S)-2-amino-N1,N4-bis((29S,30R,31R,32R)-29,30,31,32,33-pentahydroxy-27-((2S,3R,4R,5R)-2,3,4,5,6-pentahydroxyhexyl)-3,6,9,12,15,18,21,24-octaoxa-27-azatritriacontyl)succinamide